6-[5-bromo-2-[4-[6-(cyclopentyloxy)-2-pyridinyl]triazol-1-yl]phenyl]-6-azaspiro[2.5]octane BrC=1C=CC(=C(C1)N1CCC2(CC2)CC1)N1N=NC(=C1)C1=NC(=CC=C1)OC1CCCC1